methyl 3-[(3-methoxy-3-oxopropyl)sulfanyl]-3-methylbutanoate COC(CCSC(CC(=O)OC)(C)C)=O